2-(2,4-difluorophenyl)-5-[1-(phenylsulfonyl)-1H-pyrrolo[2,3-b]pyridin-4-yl]-1-{[2-(trimethylsilyl)ethoxy]methyl}-1H-pyrrole-3-carboxamide FC1=C(C=CC(=C1)F)C=1N(C(=CC1C(=O)N)C1=C2C(=NC=C1)N(C=C2)S(=O)(=O)C2=CC=CC=C2)COCC[Si](C)(C)C